O[C@]1([C@H](CNCCC1)NC(OCC1=CC=CC=C1)=O)C benzyl ((3S,4R)-4-hydroxy-4-methylazepan-3-yl)carbamate